CN1C=NC(=C1)C=1C(=NC=CC1)N[C@H]1CN(CCC1)C(=O)OC(C)(C)C tert-butyl (R)-3-((3-(1-methyl-1H-imidazol-4-yl)pyridin-2-yl)amino)piperidine-1-carboxylate